ClC1=NC(=NC=N1)NC=1C=C(C=CC1)C(C(=O)N)=C (3-((4-chloro-1,3,5-triazin-2-yl)amino)phenyl)acrylamide